FC1=CC(=C(C=C1)CC(=O)C1=CNC2=CC(=C(C=C12)C)OC(F)(F)F)OC 2-(4-fluoro-2-methoxyphenyl)-1-(5-methyl-6-(trifluoromethoxy)-1H-indol-3-yl)ethanone